2-(4-Cyano-phenoxy)-N-(5,6-dimethoxy-benzothiazol-2-yl)-2-(3-ethanesulfonyl-phenyl)-acetamide C(#N)C1=CC=C(OC(C(=O)NC=2SC3=C(N2)C=C(C(=C3)OC)OC)C3=CC(=CC=C3)S(=O)(=O)CC)C=C1